nitroketone [N+](=O)([O-])C(=O)[N+](=O)[O-]